ClC1=NC=C2C=C(N=C(C2=C1)S(=O)(=O)C)C#N 7-chloro-1-(methylsulfonyl)-2,6-naphthyridine-3-carbonitrile